CC(CCN1CCC2(C(C2)CNC=2C=CC=3N(N2)C=NN3)CC1)(C)C N-[[6-(3,3-dimethylbutyl)-6-azaspiro[2.5]octan-2-yl]methyl]-[1,2,4]triazolo[4,3-b]pyridazin-6-amine